[3-(piperidin-3-ylmethoxy)phenyl](pyrrolidin-1-yl)-methanone hydrochloride Cl.N1CC(CCC1)COC=1C=C(C=CC1)C(=O)N1CCCC1